BrC=1C=2N(C3=CC=CC=C3C1)C(=C(C2C(=O)OC)C(=O)OC)C(C2=CC=C(C=C2)Cl)=O Dimethyl 4-bromo-1-(4-chlorobenzoyl)pyrrolo[1,2-a]quinoline-2,3-dicarboxylate